2,5-Dibromoadipic acid diethyl ester C(C)OC(C(CCC(C(=O)OCC)Br)Br)=O